C(C)(C)C1=CC=C(C=C1)NC1=NS(C2=C(N1)C(=CC=C2)C2=C(C=NC=C2)C)(=O)=O ((4-isopropylphenyl)amino)-5-(3-methylpyridin-4-yl)-4H-benzo[e][1,2,4]thiadiazine 1,1-dioxide